BrC=1C=CC(=C(C1)CO)N1C[C@H](CC1)OC1=NC=C(C=C1)C (S)-(5-bromo-2-(3-(5-methylpyridin-2-yloxy)pyrrolidin-1-yl)phenyl)methanol